OC1=CC=CC=2C(C=3C4C(OC(C3C(C21)=O)C)CC(O4)=O)=O 7-hydroxy-5-methyl-3,3a,5,11b-tetrahydro-2H-benzo[g]furo[3,2-c]isochromene-2,6,11-trione